(4S)-4-ethyl-8-fluoro-4-hydroxy-11-((4-(hydroxymethyl)-2-oxa-5-azabicyclo[2.2.1]hept-5-yl)methyl)-9-methyl-1,12-dihydro-14H-pyrano[3',4':6,7]indolizino[1,2-b]quinoline-3,14(4H)-dione C(C)[C@]1(C(OCC=2C(N3CC=4C(=NC=5C=C(C(=CC5C4CN4C5(COC(C4)C5)CO)C)F)C3=CC21)=O)=O)O